OC=1C(=C(C(=O)N2CCN(CC2)C(COC2=CC(=C(C=C2)NC(=O)N)C)=O)C=CC1)OC 4-{2-[4-(3-hydroxy-2-methoxybenzoyl)piperazin-1-yl]-2-oxoethoxy}-2-methylphenylurea